tert-butyl ((2S)-1-(4-((2-(allyloxy)-4,5-dichlorophenyl)(1,1-dimethylethylsulfinamido)methyl)piperidin-1-yl)-1-oxopropan-2-yl)carbamate C(C=C)OC1=C(C=C(C(=C1)Cl)Cl)C(C1CCN(CC1)C([C@H](C)NC(OC(C)(C)C)=O)=O)NS(=O)C(C)(C)C